CC1=C(OC(C(=O)O)(C)C)C(=CC(=C1)CCN1CCN(CC1)C1=CC=C(C=C1)C(F)(F)F)C 2-(2,6-Dimethyl-4-(2-(4-(4-(trifluoromethyl)phenyl)piperazin-1-yl)ethyl)phenoxy)-2-methylpropanoic acid